C(C)(C)(C)OC(=O)N1CCN(CC1)C1=NC=C(C(=N1)OC)C(=O)OC methyl 2-(4-(tert-butoxycarbonyl) piperazin-1-yl)-4-methoxypyrimidine-5-carboxylate